CN(CCC1=CN(C2=CC=C(C=C12)OC)CO)C (3-(2-(dimethylamino)ethyl)-5-methoxy-1H-indol-1-yl)methanol